O1C(=NCC1)CCCCCCC=1OCCN1 2,2'-hexamethylenebis(2-oxazoline)